BrC=1C=CC(=C(C1)C(C(=O)O)N1C(C=C(C(=C1)CCN1CC(C1)(F)F)C(F)(F)F)=O)F (5-bromo-2-fluorophenyl)({5-[2-(3,3-difluoroazetidin-1-yl)ethyl]-2-oxo-4-(trifluoromethyl)pyridin-1-yl})acetic acid